ammonium methyl-5-(7-chloro-8-{[(1R)-1-(5-cyano-2-fluorophenyl)ethyl]amino}-3-fluoro-6-methyl-1,5-naphthyridin-2-yl)pyridin-2-ylphosphonate CC=1C(=NC=C(C1)C1=NC2=C(C(=C(N=C2C=C1F)C)Cl)N[C@H](C)C1=C(C=CC(=C1)C#N)F)P([O-])([O-])=O.[NH4+].[NH4+]